C1(CCCC1)C(C(=O)NC1=CC(=NC=C1)O)C cyclopentyl-N-(2-hydroxypyridin-4-yl)propanamide